3-((6S,8R)-6-(2-(difluoromethoxy)-4-((1-(3-fluoropropyl)azetidin-3-yl)amino)phenyl)-8-Methyl-3,6,8,9-tetrahydro-7H-pyrazolo[4,3-f]isoquinolin-7-yl)-2,2-difluoropropan-1-ol FC(OC1=C(C=CC(=C1)NC1CN(C1)CCCF)[C@H]1N([C@@H](CC2=C3C(=CC=C12)NN=C3)C)CC(CO)(F)F)F